1-(3-Chlorophenyl)-3-(4-(methylsulfonyl)phenethyl)piperidine ClC=1C=C(C=CC1)N1CC(CCC1)CCC1=CC=C(C=C1)S(=O)(=O)C